IC1=CC(N(N=C1)C)=O 5-iodo-2-methylpyridazin-3-one